ClC=1C(=C2C=NNC2=C(C1F)C(=C)C(F)(F)F)C=1N=CC=2N(C1)C=C(N2)NC(=O)C2C(C2)F N-(6-(5-chloro-6-fluoro-7-(3,3,3-trifluoroprop-1-en-2-yl)-1H-indazol-4-yl)imidazo[1,2-a]pyrazin-2-yl)-2-fluorocyclopropane-1-carboxamide